ClC1=CC=2C3=NN(C=4C=CC(N(CCOCCOC(=C1)C2)S(=O)(=O)C2=C(C=CC=C2)[N+](=O)[O-])=CC34)C3OCCCC3 4-chloro-13-(2-nitrobenzenesulfonyl)-18-(oxan-2-yl)-7,10-dioxa-13,18,19-triazatetracyclo[12.5.2.12,6.017,20]docosa-1(19),2(22),3,5,14(21),15,17(20)-heptaene